ICCCCCCC 1-iodoheptane